(S)-2-(1-(6-(4-fluoro-1H-pyrazol-1-yl)pyridin-3-yl)ethyl)-2-azaspiro[4.5]decane-1,8-dione FC=1C=NN(C1)C1=CC=C(C=N1)[C@H](C)N1C(C2(CC1)CCC(CC2)=O)=O